C(#N)C=1C=C2C(=NC1)N(C=C2)C2=NC=C(C(=O)NC1CCN(CC1)CC1=C(C=CC=C1)NC1C(NC(CC1)=O)=O)C(=C2)NC(C)C 6-(5-cyano-1H-pyrrolo[2,3-b]pyridin-1-yl)-N-(1-(2-((2,6-dioxopiperidin-3-yl)amino)benzyl)piperidin-4-yl)-4-(isopropylamino)nicotinamide